1-[1-(3-Methanesulfonyl-phenyl)-ethyl]-3-spiro[3.3]hept-2-yl-urea CS(=O)(=O)C=1C=C(C=CC1)C(C)NC(=O)NC1CC2(C1)CCC2